[N-](S(=O)(=O)C(F)(F)F)S(=O)(=O)C(F)(F)F.C[N+]1(CCCC1)C 1,1-Dimethylpyrrolidinium bis(trifluoromethylsulfonyl)imide